(1S,2R,3S,5R)-3-[2-(2-amino-3-bromo-7-quinolinyl)ethyl]-5-(7-methyl-4H-imidazo[4,5-b]pyridin-4-yl)-1,2-cyclopentanediol NC1=NC2=CC(=CC=C2C=C1Br)CC[C@@H]1[C@H]([C@H]([C@@H](C1)N1C=2C(=C(C=C1)C)N=CN2)O)O